C1(=CCCCCC1)CCNC=1C2=C(N=CN1)NC=C2 N-[2-(cyclohept-1-en-1-yl)ethyl]-7H-pyrrolo[2,3-d]pyrimidin-4-amine